C1(CC1)CN1C(=CC=2C1=C1CCN(CC1=CC2)C(=O)OC(C)(C)C)C(=O)OC 7-(tert-butyl) 2-methyl 1-(cyclopropylmethyl)-1,6,8,9-tetrahydro-7H-pyrrolo[2,3-f]isoquinoline-2,7-dicarboxylate